(p-methylphenyl)-ethylene CC1=CC=C(C=C1)C=C